COC(C1=C(CNCC(=O)NC=2C=C3CC4(C(NC5=NC=CC=C54)=O)CC3=CC2)C(=CC=C1)F)OC 2-((2-(Dimethoxymethyl)-6-fluorobenzyl)amino)-N-(2'-oxo-1,1',2',3-tetrahydrospiro[indene-2,3'-pyrrolo[2,3-b]pyridin]-5-yl)acetamide